5-(2-(((2S,4S)-1-acetyl-2-methylpiperidin-4-yl)amino)-2-oxoacetyl)-N-(4-fluoro-3-methylphenyl)-1,2,4-trimethyl-1H-pyrrole-3-carboxamide C(C)(=O)N1[C@H](C[C@H](CC1)NC(C(=O)C1=C(C(=C(N1C)C)C(=O)NC1=CC(=C(C=C1)F)C)C)=O)C